C(C=C)(=O)NCC(CS(=O)(=O)O)C 2-acrylamidomethylpropanesulfonic acid